C1(CC1)N1C=C(C(C2=CC(=C(C=C12)C1=CC=C(C=C1)S(=O)(=O)NCCCCCCC)[N+](=O)[O-])=O)C(=O)O cyclopropyl-7-(4-(N-heptylaminosulfonyl)phenyl)-6-nitro-4-oxo-1,4-dihydro-quinoline-3-carboxylic acid